N-(2-methyl-8-(2-((1-methyl-1H-pyrazol-4-yl)amino)pyrimidin-4-yl)-2,3,4,5-tetrahydro-1H-benzo[c]azepin-5-yl)-5-(1,1,1-trifluoro-2-methylpropan-2-yl)-1,3,4-oxadiazole-2-carboxamide CN1CC2=C(C(CC1)NC(=O)C=1OC(=NN1)C(C(F)(F)F)(C)C)C=CC(=C2)C2=NC(=NC=C2)NC=2C=NN(C2)C